2-chloro-4-(2,5-difluorophenyl)-3-nitropyridine ClC1=NC=CC(=C1[N+](=O)[O-])C1=C(C=CC(=C1)F)F